BrC1=CC(=C(C=C1)C1CN(C(O1)=O)CC1OCCCC1)C 5-(4-bromo-2-methylphenyl)-3-((tetrahydro-2H-pyran-2-yl)methyl)oxazolidin-2-one